[Pb](Cl)(Cl)(Cl)Cl lead(IV) chloride